4-(4-ethylpiperazin-1-yl)-2-hydroxybenzaldehyde C(C)N1CCN(CC1)C1=CC(=C(C=O)C=C1)O